2-chloro-1-(2-ethoxyethyl)-5-fluoro-1H-indole-3-carbaldehyde ClC=1N(C2=CC=C(C=C2C1C=O)F)CCOCC